1-(tert-butyl)-1H-1,2,3-triazole-4-carboxylic acid C(C)(C)(C)N1N=NC(=C1)C(=O)O